C1(CCCC1)OC1=CC2=C(N(N=N2)C2=NC(=NC(=C2C2=CC=NC=C2)C=2OC=CC2)N)C=C1 4-[5-(cyclopentyloxy)-1H-1,2,3-benzotriazol-1-yl]-6-(furan-2-yl)-5-(pyridin-4-yl)pyrimidin-2-amine